NOS(=O)(=O)C1=C(C=C(C=C1C)C)C 2,4,6-trimethylbenzene-1-sulfonic acid aminoester